4-cyclobutyl-5-(5-ethoxy-4H-1,2,4-triazol-3-yl)-2-methylbenzoic acid C1(CCC1)C1=CC(=C(C(=O)O)C=C1C1=NN=C(N1)OCC)C